C1(CCC1)CN1CCCCC1 N-(cyclobutylmethyl)piperidin